CN1CCN(CC1)C(=O)C1=CC=C(C=C1)C1=NC2=CC=C3C(=C2C2=C1CCC2)C=NN3 (4-methylpiperazin-1-yl)(4-(3,8,9,10-tetrahydrocyclopenta[c]pyrazolo[4,3-f]quinolin-7-yl)phenyl)methanone